NC=1C(=C(C=C(C1C(=O)NC1=CC(=NC=C1)C(F)(F)F)Cl)C1=CC=C(C=C1C1CCC2(CC2)CC1)F)F amino-5-chloro-2,4'-difluoro-6'-(spiro[2.5]oct-6-yl)-N-(2-(trifluoromethyl)pyridin-4-yl)-[1,1'-biphenyl]-4-carboxamide